N-[[8-methyl-5-[4-(trifluoromethoxy)phenyl]-7-quinolinyl]methyl]prop-2-enamide CC=1C(=CC(=C2C=CC=NC12)C1=CC=C(C=C1)OC(F)(F)F)CNC(C=C)=O